P(OOCC)(OOCC)([O-])=S anti-diethoxy phosphorothioate